C(C)(C)C1=CC=C(C=NNC2=CC=C(C(=O)O)C=C2)C=C1 4-(2-(4-isopropylbenzylidene)hydrazino)benzoic acid